P(=O)(OC1=CC=C(C=C1)C(C)(C)C)(OC1=CC=C(C=C1)C(C)(C)C)OC1=CC=C(C=C1)C(C)(C)C tris(p-tertiary-butylphenyl) phosphate